COC=1C=C(CN2C(=NC3=C2C=CC=C3)CN3C(CNCC3)C(=O)OC(C)(C)C)C=CC1 1-(3-methoxybenzyl)-2-((tert-butoxycarbonylpiperazin-1-yl)methyl)-1H-benzimidazole